3,5,6-tricarboxy-2-carboxymethyl-norbornane C(=O)(O)C1C(C2C(C(C1C2)C(=O)O)C(=O)O)CC(=O)O